(12aR)-10-chloro-9-(2-fluoro-6-hydroxyphenyl)-2-(prop-2-enoyl)-1,2,3,4,12,12a-hexahydro-6H-pyrazino[2,1-c][1,4]benzoxazepine-7-carbonitrile ClC=1C(=CC(=C2CN3[C@@H](COC21)CN(CC3)C(C=C)=O)C#N)C3=C(C=CC=C3O)F